N-(2,3-dihydro-1H-indene-2-yl)hydrazinecarbothioamide C1C(CC2=CC=CC=C12)NC(=S)NN